(2-formyl-1H-indol-1-yl)acetonitrile C(=O)C=1N(C2=CC=CC=C2C1)CC#N